3-(3-(difluoromethoxy)phenyl)-1-(5-fluoropyridin-2-yl)-N-((S)-3-methyl-1,1-dioxidotetrahydrothiophen-3-yl)-1,5,6,7-tetrahydropyrano[3,2-c]pyrazole-6-carboxamide FC(OC=1C=C(C=CC1)C=1C2=C(N(N1)C1=NC=C(C=C1)F)CC(CO2)C(=O)N[C@@]2(CS(CC2)(=O)=O)C)F